[I-].[I-].C(C)[SiH](CC)[Zr+2](C1C(=CC2=CC=CC=C12)CC)C1C(=CC2=CC=CC=C12)CC diethylsilyl-bis(ethylindenyl)zirconium diiodide